Triethylammonium Iodide [I-].C(C)[NH+](CC)CC